5-bromo-2-(3-chloro-4H-1,2,4-triazol-4-yl)pyridine BrC=1C=CC(=NC1)N1C(=NN=C1)Cl